COC([C@@H](NC(\C=C\C1=CC2=CC=CC=C2C=C1)=O)CO)=O (E)-(3-(Naphthalen-2-yl)acryloyl)serine methyl ester